NC([C@H](C[C@H]1C(NC(C1)(C)C)=O)NC(=O)[C@H]1N(CC2(C1)CCCCC2)C(=O)[C@H](C(C)(C)C)NC(OC(C)(C)C)=O)=O tert-butyl N-[(1S)-1-[(3S)-3-[[(1S)-2-amino-1-[[(3R)-5,5-dimethyl-2-oxo-pyrrolidin-3-yl]methyl]-2-oxo-ethyl]carbamoyl]-2-azaspiro[4.5]decane-2-carbonyl]-2,2-dimethyl-propyl]carbamate